C1(CCCCC1)[C@@H]1[C@@H](C2=CC=C(C=C2CC1)O)C1=C(C=C(C=C1)N1CCC(CC1)CN1CCN(CC1)C=1C=C2CN(C(C2=CC1)=O)[C@@H]1C(NC(CC1)=O)=O)C (S)-3-(5-(4-((1-(4-((1R,2R)-2-cyclohexyl-6-hydroxy-1,2,3,4-tetrahydronaphthalen-1-yl)-3-methylphenyl)piperidin-4-yl)methyl)piperazin-1-yl)-1-oxoisoindolin-2-yl)piperidine-2,6-dione